COC1=CC=C(CO[Si](C)(C)OCC2=CC=C(C=C2)OC)C=C1 bis-(4-methoxybenzyloxy)dimethylsilane